BrC1=CC(=CC(=N1)NC(OC(C)(C)C)=O)OC Tert-butyl (6-bromo-4-methoxypyridin-2-yl)carbamate